(S)-4-(3-(aminomethyl)pyrrolidin-1-yl)-5-chloro-2-fluoro-N-(thiazol-2-yl)benzenesulfonamide NC[C@H]1CN(CC1)C1=CC(=C(C=C1Cl)S(=O)(=O)NC=1SC=CN1)F